(1S,2S,3S)-N-[7-chloro-6-[4-((3R,4R)-4-fluoro-3-methyl-tetrahydrofuran-3-yl)piperazin-1-yl]-3-isoquinolinyl]-2-ethyl-3-(2-pyridinyl)cyclopropanecarboxamide ClC1=C(C=C2C=C(N=CC2=C1)NC(=O)[C@H]1[C@H]([C@@H]1C1=NC=CC=C1)CC)N1CCN(CC1)[C@@]1(COC[C@@H]1F)C